1-(3-Acetylphenyl)-3-(3-(2-methoxyphenyl)-2,4-dioxo-1-(2-(piperidin-1-yl)ethyl)-1,2,3,4-tetrahydroquinazolin-6-yl)urea C(C)(=O)C=1C=C(C=CC1)NC(=O)NC=1C=C2C(N(C(N(C2=CC1)CCN1CCCCC1)=O)C1=C(C=CC=C1)OC)=O